rac-4-[4-(difluoromethyl)phenyl]-N-{(1R,6S)-2,2-difluoro-6-[4-(propan-2-yl)piperazin-1-yl]cyclohexyl}-4-methylpiperidine-1-carboxamide FC(C1=CC=C(C=C1)C1(CCN(CC1)C(=O)N[C@H]1C(CCC[C@@H]1N1CCN(CC1)C(C)C)(F)F)C)F |r|